C(C)OCC(OCC)O 1,2-diethylene glycol monoethyl ether